C(C1=CC=CC=C1)(C1=CC=CC=C1)N1CCC(CC1)CC1=CC=C(CNC(=O)C=2N=CN3C2N=NN(C3=O)C)C=C1 N-(4-((1-benzhydryl-piperidin-4-yl)methyl)benzyl)-3-methyl-4-oxo-3,4-dihydroimidazo[5,1-d][1,2,3,5]Tetrazine-8-carboxamide